[Si]([O-])([O-])([O-])[O-].[Cu+2].[Cu+2] Copper silicate